ClC1=C(C=CC=C1F)[C@H]1N=C(NC(=C1OCC)CC1N(C(N2C1C(NCC2)C(=O)O)=O)C)C=2S(C=CN2)=C=O [(4R)-4-(2-chloro-3-fluoro-phenyl)-5-ethoxy(carbonyl-2-thiazol-2-yl-1,4-dihydropyrimidin-6-yl)methyl]-2-methyl-3-oxo-5,6,8,8a-tetrahydro-1H-imidazo[1,5-a]pyrazine-8-carboxylic acid